2-(1-(4-amino-3-(2,6-difluoro-4-methoxyphenyl)-1H-pyrazolo[3,4-d]pyrimidin-1-yl)ethyl)-3-phenylquinazolin-4(3H)-one NC1=C2C(=NC=N1)N(N=C2C2=C(C=C(C=C2F)OC)F)C(C)C2=NC1=CC=CC=C1C(N2C2=CC=CC=C2)=O